N1=CC=CC=2CN(CCC12)CCC 5,6,7,8-tetrahydro-1,6-naphthyridin-6-yl-propane